butyl 4-((4-(4-(3-amino-1H-indazol-5-yl)-1H-pyrrolo[2,3-b]pyridin-2-yl)-6-fluoropyridin-2-yl)methyl)piperazine-1-carboxylate NC1=NNC2=CC=C(C=C12)C1=C2C(=NC=C1)NC(=C2)C2=CC(=NC(=C2)F)CN2CCN(CC2)C(=O)OCCCC